(2S)-1-methyl-2-(5-methylpyridin-3-yl)pyrrolidin-1-ium lactate C(C(O)C)(=O)[O-].C[NH+]1[C@@H](CCC1)C=1C=NC=C(C1)C